2-methyl-9-(n-decyloxycarbonyloxy)anthracene CC1=CC2=C(C3=CC=CC=C3C=C2C=C1)OC(=O)OCCCCCCCCCC